N-[(1S)-2-[[5-(5-ethyl-3-methyl-1H-pyrazol-4-yl)-6-fluoro-2-pyridyl]amino]-1-(4-methylcyclohexyl)-2-oxo-ethyl]-2-(2-methoxyethyl)pyrazole-3-carboxamide C(C)C1=C(C(=NN1)C)C=1C=CC(=NC1F)NC([C@H](C1CCC(CC1)C)NC(=O)C=1N(N=CC1)CCOC)=O